C(C)(C)(C)P(C(C)(C)C)CP(C(C)(C)C)C(C)(C)C bis(di-t-butylphosphino)methane